(S)-1-(6-(4-Methoxybenzyl)-4-methyl-5,6-dihydro-4H-isoxazolo[5,4-e]indazol-3-yl)ethan-1-one COC1=CC=C(CN2N=CC=3C4=C([C@H](CC23)C)C(=NO4)C(C)=O)C=C1